tert-Butyl 3'-iodo-3-methyl-7-oxo-7H-spiro[furo[3,4-b]pyridine-5,4'-piperidine]-1'-carboxylate IC1CN(CCC12OC(C1=NC=C(C=C12)C)=O)C(=O)OC(C)(C)C